C1(CC1)C1=C(C=C(C=C1)C(C1=CC=CC=C1)NC(=O)C1C(CCC1)C(=O)O)F 2-{[(4-cyclopropyl-3-fluorophenyl)(phenyl)methyl]carbamoyl}cyclopentane-1-carboxylic acid